N-(6-(5-fluoro-4-methylpyridin-3-yl)benzo[d]thiazol-2-yl)-2-(hydroxymethyl)cyclopropane-1-carboxamide FC=1C(=C(C=NC1)C1=CC2=C(N=C(S2)NC(=O)C2C(C2)CO)C=C1)C